N[C@H]1C2N(CC1CC2)C(=O)C2=CC1=C(N(C(=N1)C1=CC=3C(=NC(=CC3)C=3C(=C(C=CC3)NC(=O)N)C)N1CC1CC1)C)C(=C2)OC [3-(2-{5-[(7R)-7-amino-2-azabicyclo[2.2.1]heptane-2-carbonyl]-7-methoxy-1-methyl-1H-1,3-benzodiazol-2-yl}-1-(cyclopropylmethyl)-1H-pyrrolo[2,3-b]pyridin-6-yl)-2-methylphenyl]urea